CON1C=C(C=CC1=O)[C@@H]1OCC[C@@H](C1)C(=O)O (2R,4S)-2-(1-methoxy-6-oxo-1,6-dihydropyridin-3-yl)tetrahydro-2H-pyran-4-carboxylic acid